CN(C1=C2C(=NC=C1C(=O)O)N(C=C2)C2=C(C(=CC(=C2)F)F)F)C 4-(dimethylamino)-1-(2,3,5-trifluorophenyl)-1H-pyrrolo[2,3-b]pyridine-5-carboxylic acid